5-(3-bromophenyl)thiazole BrC=1C=C(C=CC1)C1=CN=CS1